tertbutyl 6-(4,4,5,5-tetramethyl-1,3,2-dioxaborolan-2-yl)-3,4-dihydro-1H-isoquinoline-2-carboxylate CC1(OB(OC1(C)C)C=1C=C2CCN(CC2=CC1)C(=O)OC(C)(C)C)C